1-(5-aminopyridin-2-yl)-N-(4-chlorophenyl)-1H-indol-4-amine NC=1C=CC(=NC1)N1C=CC=2C(=CC=CC12)NC1=CC=C(C=C1)Cl